C(C)(=O)O[C@H]1[C@@H](COC[C@@H]1N1N=NC(=C1)C1=CC=CC=C1)SC(C)=O (3R,4R,5S)-3-(acetylthio)-5-(4-phenyl-1H-1,2,3-triazol-1-yl)tetrahydro-2H-pyran-4-yl acetate